COCC1CN2C(N=CC3=CC(=CC(=C23)S1)C(F)(F)F)=O (methoxymethyl)-9-(trifluoromethyl)-2H-[1,4]thiazino[2,3,4-ij]quinazolin-5(3H)-one